5-methyl-1-[3-hydroxymethyl-6-[5-[(6-methylpyridazin-3-yl)amino]benzimidazol-1-yl]-2-pyridinyl]pyrazole-3-carbonitrile CC1=CC(=NN1C1=NC(=CC=C1CO)N1C=NC2=C1C=CC(=C2)NC=2N=NC(=CC2)C)C#N